2-(4-(dimethylamino)styryl)-6-methyl-4H-pyran CN(C1=CC=C(C=CC=2OC(=CCC2)C)C=C1)C